Methylthiomethyl Hexanoate C(CCCCC)(=O)OCSC